FC(C1=C(C=C(C=C1)[C@@H]1[C@@H](C1)C(=O)O)NC(C1=C(C(=C(C(=C1)C)OCCC1=CC=CC=C1)C)C)=O)(F)F (1R,2S)-2-[4-(trifluoromethyl)-3-{[2,3,5-trimethyl-4-(2-phenylethoxy)benzoyl]amino}phenyl]cyclopropanecarboxylic acid